1H-Indol-1,5-dicarboxylic acid N1(C=CC2=CC(=CC=C12)C(=O)O)C(=O)O